[Br-].C(C1=CC=CC=C1)NC(C[N+]1=CSC2=C1C=CC=C2)=O 3-[2-(Benzylamino)-2-oxoethyl]-1,3-benzothiazol-3-ium bromide